methyl (S)-3-(3-cyclopropylphenyl)-4-(2,6-diazaspiro[3.4]octane-2-yl)butanoate C1(CC1)C=1C=C(C=CC1)[C@H](CC(=O)OC)CN1CC2(C1)CNCC2